C1(=CC=CC=C1)S(=O)(=O)C(C(=O)O)C(C1=CC=CC=C1)=O 2-(benzenesulfonyl)-3-oxo-3-phenylpropionic acid